2-METHYL-5-(OXAZOL-2-YL)PHENYLBORONIC ACID CC1=C(C=C(C=C1)C=1OC=CN1)B(O)O